tert-butyl (6-(1,2,4-oxadiazol-5-yl)-1-(tetrahydro-2H-pyran-2-yl)-1H-indazol-4-yl)carbamate O1N=CN=C1C1=CC(=C2C=NN(C2=C1)C1OCCCC1)NC(OC(C)(C)C)=O